Tert-butyl ((1r,4r)-4-(4-(2-methylbutanamido)phenoxy)cyclohexyl)carbamate CC(C(=O)NC1=CC=C(OC2CCC(CC2)NC(OC(C)(C)C)=O)C=C1)CC